C1(CC1)C#C[C@@]1(NC(NC2=CC(=C(C=C12)F)CN1C=NC=CC1=O)=O)C(F)(F)F (S)-4-(cyclopropylethynyl)-6-fluoro-7-((6-oxopyrimidin-1(6H)-yl)methyl)-4-(trifluoromethyl)-3,4-dihydroquinazolin-2(1H)-one